NC=1C(=CC(=C(C1)C1=CC2=C(N=C(N=C2)NC=2C=NN(C2)C)N2C1=NCC2)C)F 6-(5-amino-4-fluoro-2-methylphenyl)-N-(1-methyl-1H-pyrazol-4-yl)-8,9-dihydroimidazo[1',2':1,6]pyrido[2,3-d]pyrimidin-2-amine